C(C)OC(CC1CCOCC1)=O 2-(tetrahydro-2H-pyran-4-yl)acetic acid ethyl ester